ClC=1C=C(CN[C@H]2C[C@H](CC2)NC(OC)=O)C=CC1N1N=CC(=C1)C1=NC(=NC=C1C#N)NC1CCN(CC1)S(=O)(=O)C Methyl ((1S,3R)-3-((3-chloro-4-(4-(5-cyano-2-((1-(methylsulfonyl)piperidin-4-yl)amino)pyrimidin-4-yl)-1H-pyrazol-1-yl)benzyl)amino) cyclopentyl)carbamate